α-aminoethyl glucopyranoside O(C1[C@H](O)[C@@H](O)[C@H](O)[C@H](O1)CO)C(C)N